COC1=CC=C(C=C1)C=1N=C(SC1)N(C(C#C)=O)CCCOC N-[4-(4-methoxyphenyl)thiazol-2-yl]-N-(3-methoxypropyl)prop-2-ynamide